N1C=CC2=C(C=CC=C12)C1=CC(=CNC1=O)NC=1C=C(C(=O)OCC)C=CC1 Ethyl 3-((5-(1H-indol-4-yl)-6-oxo-1,6-dihydropyridin-3-yl)amino)benzoate